2-(1-(5-fluoroindoline-1-carbonyl)piperidin-4-ylidene)-2-(4-fluorophenyl)acetonitrile FC=1C=C2CCN(C2=CC1)C(=O)N1CCC(CC1)=C(C#N)C1=CC=C(C=C1)F